CN1N=C(C=C1C)NC1=NC=C(C(=N1)C1=CNC2=C(C=CC=C12)N1CC=2C(=NC=CC2C1=O)C=1C=NC=C(C1)F)C 2-(3-(2-((1,5-dimethyl-1H-pyrazol-3-yl)amino)-5-methylpyrimidin-4-yl)-1H-indol-7-yl)-4-(5-fluoropyridin-3-yl)-2,3-dihydro-1H-pyrrolo[3,4-c]pyridin-1-one